3-[(3R)-3-[1-[4-[[(1R)-1-(2,4-dichlorophenyl)ethyl]amino]-7H-pyrrolo[2,3-d]pyrimidin-2-yl]azetidin-3-yl]-1-piperidyl]-1-methyl-cyclobutanecarboxylic acid ClC1=C(C=CC(=C1)Cl)[C@@H](C)NC=1C2=C(N=C(N1)N1CC(C1)[C@@H]1CN(CCC1)C1CC(C1)(C(=O)O)C)NC=C2